C(C)(=O)C1C(C(CCC1)C)=O 2-acetyl-6-methyl-cyclohexanone